(2s,3s,4r,5r)-2-(6-(benzylamino)-9H-purin-9-yl)-3,4-dihydroxytetrahydrofuran-5-carbonyl-carbamic acid ethyl ester C(C)OC(NC(=O)[C@H]1[C@@H]([C@@H]([C@H](O1)N1C2=NC=NC(=C2N=C1)NCC1=CC=CC=C1)O)O)=O